ethyl (2-cyano-2-(2-(3,5-dimethyl-4-((2'-oxospiro[cyclobutane-1,3'-indolin]-5'-yl)oxy)phenyl)hydrazineylidene)acetyl)carbamate C(#N)C(C(=O)NC(OCC)=O)=NNC1=CC(=C(C(=C1)C)OC=1C=C2C3(C(NC2=CC1)=O)CCC3)C